2,6-dibromo-4-iodobenzene BrC1=CC(=CC(=C1)I)Br